4-(aminomethyl)-6-(1-methyl-1H-pyrrolo-[2,3-b]pyridin-3-yl)phthalazin-1(2H)-one NCC1=NNC(C2=CC=C(C=C12)C1=CN(C2=NC=CC=C21)C)=O